3-fluoro-4-(4-oxopiperidin-1-yl)benzoic acid FC=1C=C(C(=O)O)C=CC1N1CCC(CC1)=O